C(=O)O.N[C@@H]1CC=CC[C@H]1C1=C(C2=NC(=CC(=C2S1)NCC=1SC=CC1)Cl)Cl 2-((1r,6r)-6-aminocyclohex-3-en-1-yl)-3,5-dichloro-N-(thiophen-2-ylmethyl)thieno[3,2-b]pyridin-7-amine formate salt